CN1CCNCC1 (R)-methylpiperazine